OC1=C(C=CC(=C1)O)C1=NC(=NC(=N1)C1=C(C=C(C=C1)C)C)C1=C(C=C(C=C1)C)C 2-(2,4-dihydroxyphenyl)-4,6-bis(2,4-dimethylphenyl)-1,3,5-Triazine